BrC=1C=CC2=C(NC(S2)(C=O)C=2CCN(CC2)C)C1 5-bromo-2-(1-methyl-1,2,3,6-tetrahydropyridin-4-yl)benzo[d]thiazoleFormaldehyde